O1C(OCC1)CC[C@@H](C(C)C)N1CC(C1)(O)C=1C=C(C=2N(C1)C(=NC2)C)C2=C(C(=O)N(C(C)C)CC)C=C(C=C2)F 2-(6-{1-[(3S)-1-(1,3-dioxolan-2-yl)-4-methylpentan-3-yl]-3-hydroxyazetidin-3-yl}-3-methylimidazo[1,5-a]pyridin-8-yl)-N-ethyl-5-fluoro-N-(isopropyl)benzamide